C(#N)C=1C=NN2C1C(=CC(=C2)OCC(C)(C)O)N2CC=CC=C2 1-(3-cyano-6-(2-hydroxy-2-methylpropoxy)pyrazolo[1,5-a]pyridin-4-yl)-1H-pyridine